FC=1C=C2C(=CNC2=CC1F)NC1=NC2=C(N1N(C)C)C(=CC(=C2)C(F)(F)F)F N2-(5,6-difluoro-1H-indol-3-yl)-7-fluoro-N1,N1-dimethyl-5-(trifluoromethyl)-1H-benzo[d]imidazole-1,2-diamine